tri-(ethyl heptyl) phosphate tri-(diethyl-heptyl)phosphate C(C)C(CCCCCC)(CC)OP(=O)(OC(CCCCCC)(CC)CC)OC(CCCCCC)(CC)CC.P(=O)(OC(CCCCCC)CC)(OC(CCCCCC)CC)OC(CCCCCC)CC